tris(diethylamide) (3-methylpyrazolate) titanium [Ti+4].CC1(N=NC=C1)C(=O)[O-].C(C)[N-]CC.C(C)[N-]CC.C(C)[N-]CC